methyl 8-fluoro-2-methylimidazolo[1,2-a]pyridine-6-carboxylate FC=1C=2N(C=C(C1)C(=O)OC)C=C(N2)C